tertiary butyl disulfide C(C)(C)(C)SSC(C)(C)C